C(C)(C)(C)OC(NC=1SC2=C(C1C#N)C(=CC=C2F)Br)=O N-(4-bromo-3-cyano-7-fluoro-benzothien-2-yl)carbamic acid tert-butyl ester